ClC1=CC=CC(=N1)OCC1N(CCC1)CC1=CC(=NC=C1)C#CC1=C2C=C(N=CC2=C(N=C1)NC)NC(=O)C1CC1 N-(5-((4-((2-(((6-chloropyridin-2-yl)oxy)methyl)pyrrolidin-1-yl)methyl)pyridin-2-yl)ethynyl)-8-(methylamino)-2,7-naphthyridin-3-yl)cyclopropanecarboxamide